(S)-N-((R)-1-(3-amino-5-(trifluoromethyl)phenyl)ethyl)-2,7-dimethyl-7,8,10,11-tetrahydro-[1,4,7]trioxonino[2,3-g]quinazolin-4-amine NC=1C=C(C=C(C1)C(F)(F)F)[C@@H](C)NC1=NC(=NC2=CC3=C(C=C12)O[C@H](COCCO3)C)C